(S)-2-cyclopropylidene-5-oxotetrahydro-1H-pyrrolizine-7a(5H)-carboxylate C1(CC1)=C1C[C@@]2(CCC(N2C1)=O)C(=O)[O-]